NC1=NC(=NC=C1C1=CC2=C(N=CC(=C2C#N)C2=C(C(=CC=C2C)O)C)N1)C 2-(4-amino-2-methylpyrimidin-5-yl)-5-(3-hydroxy-2,6-dimethylphenyl)-1H-pyrrolo[2,3-b]pyridine-4-carbonitrile